4-((2S,5R)-4-((S)-(4-chlorophenyl)(5-chloropyridin-2-yl)methyl)-2,5-dimethylpiperazin-1-yl)-1-(((S)-tetrahydrofuran-2-yl)methyl)-1H-[1,2,4]triazolo[3,4-b]purine ClC1=CC=C(C=C1)[C@H](N1C[C@@H](N(C[C@H]1C)C=1C=2N=CN(C2N2C(N1)=NN=C2)C[C@H]2OCCC2)C)C2=NC=C(C=C2)Cl